2-{[(1S)-1-{4-[(4-Acryloylpiperazin-1-yl)methyl]-3-fluorophenyl}ethyl]amino}-8-(2,2-dimethylpropyl)pyrido[2,3-d]pyrimidin-7(8H)-on C(C=C)(=O)N1CCN(CC1)CC1=C(C=C(C=C1)[C@H](C)NC=1N=CC2=C(N1)N(C(C=C2)=O)CC(C)(C)C)F